NCC1(CCN(CC1)C1=CN=C(C(=N1)N)C1=C(C(=CC=C1)Cl)Cl)C1=CC=CC=C1 6-(4-(aminomethyl)-4-phenylpiperidin-1-yl)-3-(2,3-dichlorophenyl)pyrazin-2-amine